(S)-4-((4-methoxy-1-methyl-5-(2,2,2-trifluoro-1-methoxyethyl)-1H-indazol-3-yl)amino)-N-(methyl-d3)-6-((1-methyl-5-(morpholinomethyl)-1H-pyrazol-3-yl)amino)nicotinamide COC1=C2C(=NN(C2=CC=C1[C@@H](C(F)(F)F)OC)C)NC1=CC(=NC=C1C(=O)NC([2H])([2H])[2H])NC1=NN(C(=C1)CN1CCOCC1)C